N-phenethyl-5-(pyridin-3-yl)-1H-benzo[d]imidazole-1-carboxamide C(CC1=CC=CC=C1)NC(=O)N1C=NC2=C1C=CC(=C2)C=2C=NC=CC2